S1C(=CC2=C1C=CC=C2)C2=NC1=C(C=C(C=C1C(=C2)C(=O)O)C)C 2-(1-benzothien-2-yl)-6,8-dimethylquinoline-4-carboxylic acid